C(#N)C(C)(C)C1=CC=2N(C=C1)C(=CN2)C2=CC(=C(C(=O)NC1(CC1)COC)C(=C2)OC)OC(F)F 4-[7-(1-cyano-1-methyl-ethyl)imidazo[1,2-a]pyridin-3-yl]-2-(difluoromethoxy)-6-methoxy-N-[1-(methoxymethyl)cyclopropyl]benzamide